C(#N)C=1N=C2C(=CC(N(C2=CC1)C)=O)N1C[C@H](NCC1)C(=O)OC methyl (S)-4-(6-cyano-1-methyl-2-oxo-1,2-dihydro-1,5-naphthyridin-4-yl)piperazine-2-carboxylate